FC1=CC=C(C=C1)C1=C(C=C2C(=NC(N3C2=C1SC[C@H](C3)OC([2H])([2H])[2H])=O)N3C[C@@H](N([C@@H](C3)C)C(=O)OC(C)(C)C)C)C(F)(F)F tert-butyl (2S,6R)-4-((S)-11-(4-fluorophenyl)-3-(methoxy-d3)-6-oxo-10-(trifluoromethyl)-3,4-dihydro-2H,6H-[1,4]thiazepino[2,3,4-ij]quinazolin-8-yl)-2,6-dimethylpiperazine-1-carboxylate